(S)-N-methyl-3-(3-(2-methyl-5-((5-(trifluoromethyl)pyridin-3-yl)carbamoyl)phenyl)pyrrolidin-1-yl)isonicotinamide CNC(C1=C(C=NC=C1)N1C[C@@H](CC1)C1=C(C=CC(=C1)C(NC=1C=NC=C(C1)C(F)(F)F)=O)C)=O